7-Methoxy-3-nitro-1,8-naphthyridin-4-ol COC1=CC=C2C(=C(C=NC2=N1)[N+](=O)[O-])O